NC[C@H](CC(=O)OC1=C2C(=CNC2=CC=C1)CCN(C)C)CC(C)C 3-(2-(dimethyl-amino)ethyl)-1H-indol-4-yl (S)-3-(aminomethyl)-5-methyl-hexanoate